S1C(CCCC1)S(=O)(=O)C1SCCCC1 Tetrahydrothiopyranylsulfone